5-iodo-5'-O-tert-butyldimethylsilyl-2'-deoxycytidine IC=1C(=NC(N([C@H]2C[C@H](O)[C@@H](CO[Si](C)(C)C(C)(C)C)O2)C1)=O)N